ClC1=C(C(=CC=C1)F)S(=O)(=O)NC=1C(=NC=C(C1)C=1C=CC=2N=CN=C(C2N1)C1CCN(CC1)C(\C=C\C(C)=O)=O)OC (E)-2-chloro-6-fluoro-N-(2-methoxy-5-(4-(1-(4-oxopent-2-enoyl)piperidin-4-yl)pyrido[3,2-d]pyrimidin-6-yl)pyridin-3-yl)benzenesulfonamide